CC1=CC(=CN1)B(O)O 5-METHYL-PYRROL-3-YLBORONIC ACID